(s)-1-(pyridin-4-yl)ethyl methanesulfonate CS(=O)(=O)O[C@@H](C)C1=CC=NC=C1